N-[5-ethylsulfonyl-6-[1-(2,2,3,3,3-pentafluoropropyl)pyrrolo[2,3-c]pyridin-5-yl]-3-pyridyl]-N-methyl-acetamide C(C)S(=O)(=O)C=1C=C(C=NC1C=1C=C2C(=CN1)N(C=C2)CC(C(F)(F)F)(F)F)N(C(C)=O)C